ethyl 5-((2,2-dichloro-3-oxocyclobutyl) methyl)-2-methylbenzofuran-3-carboxylate ClC1(C(CC1=O)CC=1C=CC2=C(C(=C(O2)C)C(=O)OCC)C1)Cl